FC(OCC1CNC1)(F)F 3-((trifluoromethoxy)methyl)azetidine